((5-butyl-4-(4-chlorophenyl)oxazol-2-yl)methyl)acrylic acid C(CCC)C1=C(N=C(O1)CC(C(=O)O)=C)C1=CC=C(C=C1)Cl